Cl.O1CC(C2=C1C=CC=C2)N 2,3-dihydrobenzofuran-3-amine hydrochloride